3,3a,4,5,6,6a-hexahydro-pyrrolo[3,4-b]pyrrol N=1C2C(CC1)CNC2